hydroxy-5-((4-(4-(3-(naphthalen-2-yl)-1,2,4-oxadiazol-5-yl)-2-nitrophenyl)piperazin-1-yl)methyl)benzaldehyde OC1=C(C=O)C=C(C=C1)CN1CCN(CC1)C1=C(C=C(C=C1)C1=NC(=NO1)C1=CC2=CC=CC=C2C=C1)[N+](=O)[O-]